((1R,5S,6r)-3-(3-(4-chloro-2-methyl-2H-indazol-5-yl)-1H-pyrazolo[3,4-b]pyrazin-6-yl)-6-(6-chloropyridin-2-yl)-3-azabicyclo[3.1.0]hexan-6-yl)methanamine ClC=1C2=CN(N=C2C=CC1C1=NNC2=NC(=CN=C21)N2C[C@H]1C([C@H]1C2)(C2=NC(=CC=C2)Cl)CN)C